N-hexyl-adenine ammonium chloride [Cl-].[NH4+].C(CCCCC)NC1=C2NC=NC2=NC=N1